2-(4-(2-(Methylamino)pyrimidine-5-yl)buta-1-en-3-yn-1-yl)benzo[d]thiazole CNC1=NC=C(C=N1)C#CC=CC=1SC2=C(N1)C=CC=C2